N=1C=NN2C1C=CC(=C2)C=2C(=C(COC1=CC=C(C([C@](N)(CO)C(=O)O)OCC=3C=NC=C(C3)C#N)C=C1)C=CC2)C 4-((3-([1,2,4]triazolo[1,5-a]pyridin-6-yl)-2-methylbenzyl)oxy)-2-(((5-cyanopyridin-3-yl)methoxy)benzyl)-L-serine